methyl N-[5-chloro-3-[[(1S)-4,4-difluoro-1-[2-(methylamino)-2-oxo-acetyl]pentyl]carbamoyl]-2-pyridyl]carbamate ClC=1C=C(C(=NC1)NC(OC)=O)C(N[C@@H](CCC(C)(F)F)C(C(=O)NC)=O)=O